(2S,4R)-1-[(2S)-2-azido-3-methyl-butanoyl]-4-hydroxy-N-[(1R)-2-hydroxy-1-(4-pyrimidin-2-ylphenyl)ethyl]pyrrolidine-2-carboxamide N(=[N+]=[N-])[C@H](C(=O)N1[C@@H](C[C@H](C1)O)C(=O)N[C@@H](CO)C1=CC=C(C=C1)C1=NC=CC=N1)C(C)C